2-hydroxy-6-chloroquinoxaline sodium salt [Na].OC1=NC2=CC=C(C=C2N=C1)Cl